3-((R)-3-((s)-3-(3-(Cyclopropylsulfonyl)phenoxy)-2-hydroxypropylamino)-1-oxa-8-azaspiro[4.5]decan-8-ylsulfonyl)-1-ethyl-8-fluorochinolin-4(1H)-on C1(CC1)S(=O)(=O)C=1C=C(OC[C@H](CN[C@H]2COC3(C2)CCN(CC3)S(=O)(=O)C3=CN(C2=C(C=CC=C2C3=O)F)CC)O)C=CC1